C(C)(=O)NC1=C(C(=O)NC=2SC(=CN2)C(C)C)C=CC=C1 2-acetamido-N-(5-isopropylthiazol-2-yl)benzamide